methyl 2-((2-methoxyethyl)amino)-3-nitrobenzoate COCCNC1=C(C(=O)OC)C=CC=C1[N+](=O)[O-]